IN1N=CC2=CC=C(C=C12)C=O iodo-1H-indazole-6-carbaldehyde